1,2-dimethyl-1H-pyrrole-3-carboxylic acid CN1C(=C(C=C1)C(=O)O)C